4-(2-(methylsulfonyl)ethyl)-4H-1,2,4-triazole CS(=O)(=O)CCN1C=NN=C1